C(C)OS(=O)(=O)[O-].C[NH+](CCCCCCCCCCCCCCCCCC)C dimethyloctadecylammonium ethyl-sulfate